FCCN1N=CC(=C1)C1=CN2C(S1)=C(C=N2)C(=O)NC=2C(=NC=C(C(=O)O)C2)C 5-(2-(1-(2-fluoroethyl)-1H-pyrazol-4-yl)pyrazolo[5,1-b]thiazole-7-carboxamido)-6-methylnicotinic acid